O1C=C(C=C1)C(=O)N1CCC(=CC1)C1=C2C(=NC(=C1)NC(=O)C1CC1)NC=C2 N-(4-(1-(furan-3-carbonyl)-1,2,3,6-tetrahydropyridin-4-yl)-1H-pyrrolo[2,3-b]pyridin-6-yl)cyclopropylcarboxamide